(4-bromo-3,5-difluoro-phenoxy)-1-(3-fluoropropyl)azetidine BrC1=C(C=C(OC2N(CC2)CCCF)C=C1F)F